(6-((2,6-dioxopiperidin-3-yl)amino)pyridazin-3-yl)methyl methanesulfonate CS(=O)(=O)OCC=1N=NC(=CC1)NC1C(NC(CC1)=O)=O